NC=1C2=C(N(C(C1C)=O)C)SC=C2 4-amino-5,7-dimethylthieno[2,3-b]pyridin-6(7H)-one